4-amino-7-(benzyloxy)coumarin NC1=CC(OC2=CC(=CC=C12)OCC1=CC=CC=C1)=O